1-((1r,4r)-4-((2S,6R)-2,6-dimethylmorpholinyl)cyclohexyl)-1H-pyrazol-3-ol C[C@H]1CN(C[C@H](O1)C)C1CCC(CC1)N1N=C(C=C1)O